2-(4-isopropylpiperidin-1-yl)-5-nitropyrimidine C(C)(C)C1CCN(CC1)C1=NC=C(C=N1)[N+](=O)[O-]